5-(5-(2-chloro-4-(3-(diethylamino)propylamino)phenylamino)-1H-pyrazol-3-yl)thiophene-2-carbonitrile ClC1=C(C=CC(=C1)NCCCN(CC)CC)NC1=CC(=NN1)C1=CC=C(S1)C#N